(S)-6-(cyclopropanecarboxamido)-4-((2-methoxy-3-(1-(spiro[2.4]heptan-5-yl)-1H-pyrazol-4-yl)phenyl)amino)nicotinamide C1(CC1)C(=O)NC1=NC=C(C(=O)N)C(=C1)NC1=C(C(=CC=C1)C=1C=NN(C1)[C@@H]1CC2(CC2)CC1)OC